4-[5-[3-chloro-5-(trifluoromethyl)phenyl]-5-(trifluoromethyl)-4H-isoxazol-3-yl]-N-[2-oxo-2-(2,2,2-trifluoroethylamino)ethyl]naphthalene-1-carboxamide ClC=1C=C(C=C(C1)C(F)(F)F)C1(CC(=NO1)C1=CC=C(C2=CC=CC=C12)C(=O)NCC(NCC(F)(F)F)=O)C(F)(F)F